C(C)C1C(N2N(C1)CCC2)=O 6-ethyl-1,2,3,7-tetrahydropyrazolo[1,2-a]Pyrazol-5-one